[NH4+].CC(C(=O)OCCCNC(CCCCCCCCCCCCCCCCC)=O)(CCCCCCCCCCCCCC)C stearamidopropyl dimethyl-(myristyl acetate) ammonium salt